4-((2-cyclopropylpropane-2-yl)amino)-2-(methylsulfinyl)pyrimidine-5-carboxamide C1(CC1)C(C)(C)NC1=NC(=NC=C1C(=O)N)S(=O)C